C(C)(C)(C)OC(=O)N(CCC1=NC(=CC=C1[N+](=O)[O-])OC)CC1=C(C=CC=C1F)NC1=C(C(=O)OC)C=C(C(=C1)C(F)(F)F)F methyl 2-((2-(((tert-butoxy-carbonyl)(2-(6-methoxy-3-nitropyridin-2-yl)ethyl)amino)methyl)-3-fluorophenyl)amino)-5-fluoro-4-(trifluoromethyl)benzoate